C(#N)N1CC(CC1)CNC(C1=CN=CC(=C1)C1=CC=C(C=C1)F)=O N-((1-Cyanopyrrolidin-3-yl)methyl)-5-(4-fluorophenyl)nicotinamid